FC1(CN(C1)C(\C=C\COC)=O)C(=O)N1CCC(CC1)N1N=CC(=C1C)C=1C=C(C=2N(C1)N=CC2C#N)OC (E)-6-(1-(1-(3-fluoro-1-(4-methoxybut-2-enoyl)azetidine-3-carbonyl)piperidin-4-yl)-5-methyl-1H-pyrazol-4-yl)-4-methoxypyrazolo[1,5-a]pyridine-3-carbonitrile